1-(5-chloro-1-(2,2-difluoroethyl)-3-iodo-1H-pyrazolo[4,3-b]pyridin-7-yl)piperidine ClC1=CC(=C2C(=N1)C(=NN2CC(F)F)I)N2CCCCC2